4-(5-(cyclopropylmethyl)-1-methyl-1H-pyrazol-4-yl)-N-((1r,4r)-4-morpholinocyclohexyl)pyrimidin-2-amine C1(CC1)CC1=C(C=NN1C)C1=NC(=NC=C1)NC1CCC(CC1)N1CCOCC1